CC1=C(C=CC=C1B1OC(C(O1)(C)C)(C)C)NC(C1=CC=CC=C1)=O N-(2-methyl-3-(4,4,5,5-tetramethyl-1,3,2-dioxaborolan-2-yl)phenyl)benzamide